CC(CCC(C=O)C1=CC=CC=C1)=C 5-methyl-2-phenyl-5-hexenal